CC=1N=C(OC1)C=1C=C(C=CC1)CC#N 2-(3-(4-methyloxazol-2-yl)phenyl)acetonitrile